NC=1C=CC=C2C(=CC=NC12)C(=O)NCC(=O)N1C(CC(C1)(F)F)C#N 8-amino-N-(2-(2-cyano-4,4-difluoropyrrolidin-1-yl)-2-oxoethyl)quinoline-4-carboxamide